3-chloro-6-(3,5-dimethyl-1H-pyrazol-1-yl)-N-(3-(methylsulfonamido)phenyl)picolinamide ClC=1C(=NC(=CC1)N1N=C(C=C1C)C)C(=O)NC1=CC(=CC=C1)NS(=O)(=O)C